C=1(C(=CC=C2C=CC=CC12)S(=O)(=O)[O-])S(=O)(=O)[O-].[Rb+].[Rb+] rubidium naphthalenedisulfonate